O1C(OCC1)C=1N(C2=CC(=CC=C2C(C1)=O)C1=NC(=NC=C1F)N[C@H]1[C@@H](COCC1)O)C(C)C (1,3-Dioxolan-2-yl)-7-(5-fluoro-2-(((3S,4R)-3-hydroxytetrahydro-2H-pyran-4-yl)amino)pyrimidin-4-yl)-1-isopropylquinolin-4(1H)-one